phenethylamine cesium lead chlorine bromine [Br].[Cl].[Pb].[Cs].C(CC1=CC=CC=C1)N